C1(=CC=CC=C1)C(CCCCC)(C1=CC=CC=C1)[Li] 1,1-diphenylhexyllithium